(S)-6-(2-amino-6-fluoro-5-(4-(2-isopropylmorpholino)phenyl)pyridin-3-yl)-3,4-dihydro-2,7-naphthyridin-1(2H)-one 2,2,2-trifluoroacetate FC(C(=O)O)(F)F.NC1=NC(=C(C=C1C=1C=C2CCNC(C2=CN1)=O)C1=CC=C(C=C1)N1C[C@@H](OCC1)C(C)C)F